ClC1=CC=C(O1)[C@@H]1C(=NN([C@]1(C(=O)NC[C@@H]1CN(CCO1)C)C)C1=C(C=C(C=C1)F)F)C1=C(C=C(C=C1)F)F (4S,5R)-4-(5-chlorofuran-2-yl)-1,3-bis(2,4-difluorophenyl)-5-methyl-N-(((R)-4-methylmorpholin-2-yl)methyl)-4,5-dihydro-1H-pyrazole-5-carboxamide